C(=O)[O-] trans-Format